2-benzylamino-2,5,5-trimethylhexanoic acid C(C1=CC=CC=C1)NC(C(=O)O)(CCC(C)(C)C)C